6-hydroxy-10-methylpyridino[3,2-g]quinoline-2,8-dicarboxylic acid OC1=CC(=NC2=C1C=C1C=CC(=NC1=C2C)C(=O)O)C(=O)O